CN1CCC(CC1)NC(=O)C=1C=NN2C1C=CC=C2 N-(1-methylpiperidin-4-yl)pyrazolo[1,5-a]pyridine-3-carboxamide